[Na].OC=1C=C(C(=O)O)C=C(C1O)O 3,4,5-trihydroxybenzoic acid sodium